O=C1CC2C(C2C1)C(=O)NC1=NC=CC(=C1)C1=CC(=C(CNC(=O)C2=NOC(=N2)C(C)(C)C)C=C1)C N-(4-(2-(3-oxobicyclo[3.1.0]hexane-6-carboxamido)pyridin-4-yl)-2-methylbenzyl)-5-(tert-butyl)-1,2,4-oxadiazole-3-carboxamide